C1=CC=CC=2C3=CC=CC=C3C(C12)N=CC1=CC=CC=C1 N-(9H-fluoren-9-yl)-1-phenylmethanimine